C(C)(C)(C)OC(=O)N1CCC(CC1)C=1C=C2C(=C(NC2=CC1)C1=CC(=C(C=C1)OC)OC)C(C)C 4-(2-(3,4-Dimethoxyphenyl)-3-isopropyl-1H-indol-5-yl)piperidine-1-carboxylic acid tert-butyl ester